BrC=1C=C2C(=NC1)C=NN2C2OCCCC2 6-bromo-1-tetrahydropyran-2-yl-pyrazolo[4,3-b]pyridine